C(C)(C)(C)N1N=CC(=C1)NC(CC1=C(C=C(OC2=NC=NC3=CC=C(C=C23)C(=O)OC)C=C1)F)=O methyl 4-(4-(2-((1-(tert-butyl)-1H-pyrazol-4-yl)amino)-2-oxoethyl)-3-fluorophenoxy)quinazoline-6-carboxylate